benzyl {2-[(4-{4-[(1S)-1-{[(R)-tert-butylsulfinyl]amino}ethyl]phenyl}tetrahydro-2H-pyran-4-yl)(trifluoroacetyl)amino]ethyl}carbamate C(C)(C)(C)[S@@](=O)N[C@@H](C)C1=CC=C(C=C1)C1(CCOCC1)N(CCNC(OCC1=CC=CC=C1)=O)C(C(F)(F)F)=O